FC=1C(=C(C=CC1)NC1=C(NC2=C1C(NC(C2)C(F)(F)F)=O)C2=CC=NC1=C2N=C(N=C1)OC)OC 3-[(3-fluoro-2-methoxyphenyl)amino]-2-{2-methoxypyrido[3,2-d]pyrimidin-8-yl}-6-(trifluoromethyl)-1H,5H,6H,7H-pyrrolo[3,2-c]pyridin-4-one